(2-bromo-6-fluorophenyl)-4-methoxy-2-((3-methyl-4-(1-methylpiperidin-4-yl)phenyl)amino)pyrimidine-5-carboxamide BrC1=C(C(=CC=C1)F)C1=C(C(=NC(=N1)NC1=CC(=C(C=C1)C1CCN(CC1)C)C)OC)C(=O)N